C(C)(C)(C)OC(=O)N1[C@@H](C[C@H](CC1)N1C=CC=2C(=NC=3C(=C(C(=CC3C21)Cl)Br)F)SC)CC#N (2S,4S)-4-(7-bromo-8-chloro-6-fluoro-4-(methylsulfanyl)-1H-pyrrolo[3,2-c]quinolin-1-yl)-2-(cyanomethyl)piperidine-1-carboxylic acid tert-butyl ester